The molecule is an acyl-CoA(4-) obtained by deprotonation of the phosphate and diphosphate groups of bkos#9-CoA; major species at pH 7.3. It is a conjugate base of a bkos#9-CoA. C[C@H]1[C@@H](C[C@H]([C@@H](O1)OCCC(=O)CC(=O)SCCNC(=O)CCNC(=O)[C@@H](C(C)(C)COP(=O)([O-])OP(=O)([O-])OC[C@@H]2[C@H]([C@H]([C@@H](O2)N3C=NC4=C(N=CN=C43)N)O)OP(=O)([O-])[O-])O)O)O